2,4',6-trifluorobenzophenone FC1=C(C(=O)C2=CC=C(C=C2)F)C(=CC=C1)F